5-(6-(4-(2-(2-Aminopyridin-3-yl)-5-phenyl-3H-imidazo[4,5-b]pyridin-3-yl)benzyl)-2,6-diazaspiro[3.3]heptane-2-carbonyl)-2-hydroxybenzaldehyde NC1=NC=CC=C1C1=NC=2C(=NC(=CC2)C2=CC=CC=C2)N1C1=CC=C(CN2CC3(CN(C3)C(=O)C=3C=CC(=C(C=O)C3)O)C2)C=C1